Cl.N1CC(CCC1)CC1=NN=C(C2=CC=CC=C12)C1=C(C=C(C=C1)C(F)(F)F)O 2-{4-[(piperidin-3-yl)methyl]phthalazin-1-yl}-5-(trifluoromethyl)phenol hydrochloride